FC1=C(C=C(C=C1)C1(CCC1)NC[C@H]1NCCC1)C(F)(F)F 1-[4-fluoro-3-(trifluoromethyl)phenyl]-N-{[(2S)-pyrrolidin-2-yl]methyl}cyclobutan-1-amine